Heptadecan-1-yl Pentacosanoate C(CCCCCCCCCCCCCCCCCCCCCCCC)(=O)OCCCCCCCCCCCCCCCCC